C(CCCCCCC)SC1=NC(=NC(=N1)SCCCCCCCC)NC1=CC(=C(C(=C1)C(C)(C)C)O)C(C)(C)C 4-[[4,6-bis(octylthio)-1,3,5-triazin-2-yl]amino]-2,6-Di-tertiary butyl-phenol